1-(8Z,11Z,14Z-eicosatrienoyl)-2-(6Z,9Z,12Z-octadecatrienoyl)-glycero-3-phosphocholine CCCCC/C=C\C/C=C\C/C=C\CCCCCCC(=O)OC[C@H](COP(=O)([O-])OCC[N+](C)(C)C)OC(=O)CCCC/C=C\C/C=C\C/C=C\CCCCC